tert-butyl 4-(3-cyclopropyl-1H-indol-5-yl)-5,6-dihydropyridine-1(2H)-carboxylate C1(CC1)C1=CNC2=CC=C(C=C12)C1=CCN(CC1)C(=O)OC(C)(C)C